C(C)OC(C(C(=C)N(C)C)=O)=O (dimethylamino)-2-oxobut-3-enoic acid ethyl ester